tin 2-hydroxyethane-1-sulfonate OCCS(=O)(=O)[O-].[Sn+4].OCCS(=O)(=O)[O-].OCCS(=O)(=O)[O-].OCCS(=O)(=O)[O-]